CC1=C(C(=O)[O-])C(=CC=C1)C.[Ag+] silver(I) 2,6-dimethylbenzoate